ClC=1C(=NC=CC1C1=C(C(=CC=C1)C1=NC(=C(C=C1)CNC(C)C)OC)Cl)C=1C=C(C=2N(C1)N=C(N2)CNC2CCC(CC2)O)OC (1s,4r)-4-(((6-(3-chloro-4-(2-chloro-3-(5-((isopropylamino)methyl)-6-methoxypyridin-2-yl)phenyl)pyridin-2-yl)-8-methoxy-[1,2,4]triazolo[1,5-a]pyridin-2-yl)methyl)amino)cyclohexan-1-ol